4,4'-biphenyl-Dimethanol C1(=CC=C(C=C1)CO)C1=CC=C(C=C1)CO